1-cyano-N-(6-phenyl-pyridazin-3-yl)pyrrolidine-3-carboxamide C(#N)N1CC(CC1)C(=O)NC=1N=NC(=CC1)C1=CC=CC=C1